3-(2-cyanopropan-2-yl)-N-(5-(4-(4-((2,4-dimethoxybenzyl)amino)thieno[3,2-d]pyrimidin-7-yl)-1H-pyrazol-1-yl)-2-fluoro-4-methylphenyl)benzamide C(#N)C(C)(C)C=1C=C(C(=O)NC2=C(C=C(C(=C2)N2N=CC(=C2)C2=CSC3=C2N=CN=C3NCC3=C(C=C(C=C3)OC)OC)C)F)C=CC1